COC1=NC(=NN2C1=C(C=C2)C=2C=C1N=CC=NC1=CC2)NC2CC(C2)(C(=O)N(C)C)C trans-3-((4-Methoxy-5-(quinoxalin-6-yl)pyrrolo[2,1-f][1,2,4]triazin-2-yl)amino)-N,N,1-trimethylcyclobutane-1-carboxamide